BrC1=C2CCN(CC2=CC(=C1)Cl)C(C)=O 1-(5-Bromo-7-chloro-3,4-dihydroisoquinolin-2(1H)-yl)ethan-1-one